3-(3-morpholinophenyl)-3-(3-(4-(5,6,7,8-tetrahydro-1,8-naphthyridin-2-yl)butyl)cyclobutyl)propionic acid O1CCN(CC1)C=1C=C(C=CC1)C(CC(=O)O)C1CC(C1)CCCCC1=NC=2NCCCC2C=C1